COC(C(C1=C(C=CC=C1)C)NS(=O)(=O)C1=CC=C(C=C1)[N+](=O)[O-])OC N-(2,2-dimethoxy-1-(o-tolyl)ethyl)-4-nitrobenzenesulfonamide